[Br-].C[P+](C=C)(C=C)C=C methyl-trivinylphosphonium bromide